ethyl (E)-3-(3-amino-6-fluoropyridin-2-yl)acrylate NC=1C(=NC(=CC1)F)/C=C/C(=O)OCC